bis(2-cyanoethyl)phenylphosphane C(#N)CCP(C1=CC=CC=C1)CCC#N